R-thiosulfinate S(=S)[O-]